C(C1=CC=CC=C1)OC=1C=C(C=CC1OCC1=CC=CC=C1)C(C(C(=O)OCC1=CC=CC=C1)N(CC1=CC=CC=C1)CC1=CC=CC=C1)=O benzyl 3-(3,4-bis(benzyloxy) phenyl)-2-dibenzylamino-3-oxopropanoate